Cl.C1(=CC=CC=C1)CC(N)=N 2-PHENYLETHANIMIDAMIDE HYDROCHLORIDE